CN(C1=CC=C(CN2C[C@@H]3[C@H]4C(N[C@]([C@@H]([C@H]42)CC(C)C)(C3)C(=O)NCC3=CC(=CC=C3)O)=O)C=C1)C |o1:9,10,13,14,15| (3S*,3aR*,6S*,7R*,7aR*)-1-(4-(dimethylamino)benzyl)-N-(3-hydroxybenzyl)-7-isobutyl-4-oxooctahydro-6H-3,6-methanopyrrolo[3,2-c]pyridine-6-carboxamide